CC1=C(C=C(C=C1)[N+](=O)[O-])S(=O)(=O)NC1C(C1)C1=CC=CC=C1 2-methyl-5-nitro-N-(2-phenylcyclopropyl)benzenesulfonamide